CN(C/C=C/C(=O)N1CC=2N(C[C@H]1C)N=C(C2C2=C1C(=NC=C2)NC=C1C)C1=CC=C(C=C1)C(F)(F)F)C (2E)-4-(dimethylamino)-1-[(6R)-6-methyl-3-(3-methyl-1H-pyrrolo[2,3-b]pyridin-4-yl)-2-[4-(trifluoromethyl)phenyl]-6,7-dihydropyrazolo[1,5-a]pyrazin-5(4H)-yl]but-2-en-1-one